The molecule is a benzoate ester that is the methyl ester of vanillic acid. It has a role as an antioxidant and a plant metabolite. It is a benzoate ester, a member of phenols and an aromatic ether. It derives from a vanillic acid. COC1=C(C=CC(=C1)C(=O)OC)O